(5S)-2-bromo-7,7-difluoro-5-phenyl-5,6-dihydropyrrolo[1,2-b][1,2,4]triazole BrC=1N=C2N(N1)[C@@H](CC2(F)F)C2=CC=CC=C2